4-tert-butyl-2-(4-fluoro-2-methoxy-phenoxy)-6-methyl-aniline C(C)(C)(C)C1=CC(=C(N)C(=C1)C)OC1=C(C=C(C=C1)F)OC